C(C)(=O)C1=NN(C2=C(C=C(C=C12)OCC(C)C)CC=C)CC(=O)OC(C)(C)C tert-Butyl 2-(3-acetyl-7-allyl-5-isobutoxy-1H-indazol-1-yl)acetate